4-(3-(3-fluoro-4-methylphenoxy)-5-methylphenyl)-N-((1r,4r)-4-hydroxycyclohexyl)-6-methyl-7-oxo-6,7-dihydro-1H-pyrrolo[2,3-c]pyridine-2-carboxamide FC=1C=C(OC=2C=C(C=C(C2)C)C=2C3=C(C(N(C2)C)=O)NC(=C3)C(=O)NC3CCC(CC3)O)C=CC1C